[Na+].O[Si](CCCCP([O-])(O)=O)(O)O 3-(trihydroxysilyl)propyl-methyl-phosphonic acid monosodium salt